(2,5-diazabicyclo[2.2.1]heptan-2-yl)(phenyl)methanone C12N(CC(NC1)C2)C(=O)C2=CC=CC=C2